C1(=CC=CC=C1)C=C/C=C/C=O (E)-5-Phenyl-2,4-pentadienal